(R)-N-(1-cyano-3-(methylamino)-3-oxopropyl)-8-(4,4-dimethylcyclohex-1-en-1-yl)quinoline-3-carboxamide C(#N)[C@@H](CC(=O)NC)NC(=O)C=1C=NC2=C(C=CC=C2C1)C1=CCC(CC1)(C)C